SCCCC(CO)CO 2-(3-mercaptopropyl)-1,3-propanediol